C(=O)O.O1C(CNCNC(CCCCCCCCCC1)=O)=O 1-oxa-4,6-diazacycloheptadecane-2,7-dione Formate